(E)-cinnamic acid-4-oxo-4-phenyl-2-buten-2-yl ester O=C(C=C(C)OC(\C=C\C1=CC=CC=C1)=O)C1=CC=CC=C1